tert-butyl 6-[1-methyl-7-[4-(4-methylpiperazin-1-yl) anilino]-2-oxo-4H-pyrimido[4,5-d]pyrimidin-3-yl]-1-azaspiro[3.3]heptane-1-carboxylate CN1C(N(CC=2C1=NC(=NC2)NC2=CC=C(C=C2)N2CCN(CC2)C)C2CC1(CCN1C(=O)OC(C)(C)C)C2)=O